COC(C(C(=O)N(C1=CC=CC=C1)C(C)C)(C)O)=O 2-hydroxy-3-(isopropyl-(phenyl)amino)-2-methyl-3-oxopropanoic acid methyl ester